FC(C=1C=C(C=C(C1)C(F)(F)F)C1=CC=C(C=C1)C=O)(F)F 3',5'-bistrifluoromethyl-biphenyl-4-carbaldehyde